O[14CH]1[C@H](N)[C@@H](O)[C@@H](O)[C@H](O1)CO GALACTOSAMINE-1-14C